(1-cyclohexyl-1H-pyrazol-5-yl)methylamine C1(CCCCC1)N1N=CC=C1CN